BrC1=C(C=C(C(=C1)Cl)C1(CCC1)C)C 1-bromo-5-chloro-2-methyl-4-(1-methylcyclobutyl)benzene